N(=[N+]=[N-])CCCC(N[C@H](C(N[C@H](C(NCCOCCOCCOCCOCCC(=O)OC1=C(C(=C(C(=C1F)F)F)F)F)=O)CCCCN=[N+]=[N-])=O)CCCCN=[N+]=[N-])=O perfluorophenyl (18S,21S)-26-azido-18,21-bis(4-azidobutyl)-17,20,23-trioxo-4,7,10,13-tetraoxa-16,19,22-triazahexacosanoate